tert-butyl 11-(4-(2-ethoxy-2-oxoethyl)phenyl)undec-10-ynoate C(C)OC(CC1=CC=C(C=C1)C#CCCCCCCCCC(=O)OC(C)(C)C)=O